2-[trans-4-(dimethylamino)cyclohexyl]-7-chloro-2,4-dimethyl-1,3-benzodioxole-5-carboxylic acid hydrochloride Cl.CN([C@@H]1CC[C@H](CC1)C1(OC2=C(O1)C(=CC(=C2C)C(=O)O)Cl)C)C